C(C)C1C(NC=C1)=O 3-ethyl-1H-pyrroloN